4-((1-(4-(hydroxymethyl)thiazol-2-yl)-3-phenyl-1H-pyrazol-4-yl)methyl)benzenesulfonamide tert-butyl-4-[4-(4,4,5,5-tetramethyl-1,3,2-dioxaborolan-2-yl)phenyl]piperazine-1-carboxylate C(C)(C)(C)OC(=O)N1CCN(CC1)C1=CC=C(C=C1)B1OC(C(O1)(C)C)(C)C.OCC=1N=C(SC1)N1N=C(C(=C1)CC1=CC=C(C=C1)S(=O)(=O)N)C1=CC=CC=C1